6-chloro-8-fluoro-2-(((2R,7aS)-2-fluorotetrahydro-1H-pyrrolizin-7a(5H)-yl)methoxy)-4-(methylthio)quinazolin ClC=1C=C2C(=NC(=NC2=C(C1)F)OC[C@]12CCCN2C[C@@H](C1)F)SC